CC=1C=CC=2N(C1)C(=CN2)C(C)=O 1-(6-Methylimidazo[1,2-a]pyridin-3-yl)ethan-1-one